BrC=1C(=C(C=CC1)N=S1(CCCCC1)=O)Cl 1-((3-bromo-2-chlorophenyl)imino)hexahydro-1lambda6-thiopyran 1-oxide